N=1C=NN2C1C=C(C=C2)OC2=C(C=C(C=C2)NC2=NC=NC1=CC=C(C=C21)[N+](=O)[O-])C N-(4-([1,2,4]triazolo[1,5-a]pyridin-7-yloxy)-3-methylphenyl)-6-nitroquinazolin-4-amine